N1=CC=C(C=C1)C1(CCC(CC1)[C@@H](C)N)C(=O)N R-(+)-trans-(4-pyridyl)-4-(1-aminoethyl)-cyclohexanecarboxamide